Para-hydroxy-2-chlorophenol OC1=CC(=C(C=C1)O)Cl